N-{[1,1'-biphenyl]-4-yl}-N,12-bis(9,9-dimethyl-9H-fluoren-2-yl)-8-oxatricyclo[7.4.0.02,7]trideca-1(9),2(7),3,5,10,12-hexaen-6-amine C1(=CC=C(C=C1)N(C1=CC=CC=2C=3C=C(C=CC3OC12)C1=CC=2C(C3=CC=CC=C3C2C=C1)(C)C)C1=CC=2C(C3=CC=CC=C3C2C=C1)(C)C)C1=CC=CC=C1